(2-(4-(tert-butyl)phenyl)-1H-benzo[d]imidazol-1-yl)butanoic acid methyl ester COC(C(CC)N1C(=NC2=C1C=CC=C2)C2=CC=C(C=C2)C(C)(C)C)=O